ClC=1C=2N(C=CN1)C(=NC2Br)C 8-chloro-1-bromo-3-methylimidazo[1,5-a]pyrazin